C12CC(CC(CC1)O2)C=2N=C1N(C=C(C(=C1)OC)C(=O)NC1=NC(=CC=C1)C(F)(F)F)C2 2-(8-oxabicyclo[3.2.1]oct-3-yl)-7-methoxy-N-(6-(trifluoromethyl)pyridin-2-yl)imidazo[1,2-a]pyridine-6-carboxamide